isopropyl-oxysilane C(C)(C)O[SiH3]